1-(2-(4-amino-5-methoxy-2-(1-methyl-1H-pyrazol-4-yl)phenyl)-2,6-Dihydropyrrolo[3,4-c]pyrazol-5(4H)-yl)-2,2,2-trifluoroethane-1-one NC1=CC(=C(C=C1OC)N1N=C2C(=C1)CN(C2)C(C(F)(F)F)=O)C=2C=NN(C2)C